NCCOCCOCCCN1N=C(C(=C1C)C=1C=CC=C2C(=C(N(C12)CCN1CCOCC1)C(=O)OC(C)(C)C)CCCOC1=CC(=C(C(=C1)C)Cl)C)C tert-butyl 7-(1-(3-(2-(2-aminoethoxy)ethoxy)propyl)-3,5-dimethyl-1H-pyrazol-4-yl)-3-(3-(4-chloro-3,5-dimethylphenoxy)propyl)-1-(2-morpholinoethyl)-1H-indole-2-carboxylate